methyl dithiomethionate S(=S)(=S)(OC)CS(=O)(=O)[O-]